6-methyl-N-(1-methylcyclopropyl)-5-{4h,5h,6h,7h-pyrazolo[1,5-a]pyrazine-5-carbonyl}furo[2,3-d]pyrimidin-4-amine CC1=C(C2=C(N=CN=C2NC2(CC2)C)O1)C(=O)N1CC=2N(CC1)N=CC2